COC(=O)C1(CN(CCC1)C1=CC(=CC=C1)S(N)(=O)=O)C 3-methyl-1-(3-sulfamoylphenyl)piperidine-3-carboxylic acid methyl ester